2-(6-(((1R,3s,5S)-9-azabicyclo[3.3.1]nonan-3-yl)(methyl)amino)pyridazin-3-yl)-5-(1H-pyrazol-4-yl)phenol [C@H]12CC(C[C@H](CCC1)N2)N(C2=CC=C(N=N2)C2=C(C=C(C=C2)C=2C=NNC2)O)C